[Se+2].[Sn+4] tin selenium (II)